tert-butyl 5-methoxy-4-((2-(4-(methoxycarbonyl)phenyl)-4-methyl piperazin-1-yl)methyl)-7-methyl-1H-indole-1-carboxylate COC=1C(=C2C=CN(C2=C(C1)C)C(=O)OC(C)(C)C)CN1C(CN(CC1)C)C1=CC=C(C=C1)C(=O)OC